C(=O)[O-].C(=O)[O-].C(CCCCCCC)[Sn+2]CCCCCCCC Dioctyltin diformate